CC1=C2N(C(C3=CC=CC=C13)=O)C(C1=CC=CC=C12)CC(C)=O 12-methyl-7-(2-oxopropyl)isoindolo[2,1-b]isoquinolin-5(7H)-one